6-[(2R)-2-amino-3-methylbutyl]-2-chloro-N-[(furan-2-yl)methyl]-7H-pyrrolo[2,3-d]pyrimidin-4-amine hydrochloride Cl.N[C@H](CC1=CC2=C(N=C(N=C2NCC=2OC=CC2)Cl)N1)C(C)C